trans-4-((5-([1,2,4]Triazolo[4,3-a]pyridin-6-yl)-4-methoxypyrrolo[2,1-f][1,2,4]triazin-2-yl)amino)-1-methylcyclohexan-1-ol N=1N=CN2C1C=CC(=C2)C=2C=CN1N=C(N=C(C12)OC)NC1CCC(CC1)(O)C